2-(Benzyloxy)cyclopropane-1-carboxylic acid C(C1=CC=CC=C1)OC1C(C1)C(=O)O